N-[1-benzyl-4-(2,5-difluorophenyl)-4-piperidinyl]-4-(trifluoromethoxy)benzenesulfonamide C(C1=CC=CC=C1)N1CCC(CC1)(C1=C(C=CC(=C1)F)F)NS(=O)(=O)C1=CC=C(C=C1)OC(F)(F)F